C1(CC1)C([C@@H](C=1N=C2N(N=C(C=C2)CC2C(N[C@@H](C2)C(F)(F)F)=O)C1)NC(=O)C1=CC=NN1CC)C1CC1 N-((1S)-2,2-dicyclopropyl-1-(6-(((5S)-2-oxo-5-(trifluoromethyl)pyrrolidin-3-yl)methyl)imidazo[1,2-b]pyridazin-2-yl)ethyl)-1-ethyl-1H-pyrazole-5-carboxamide